2-chloro-4-[[4-[1-cyclopropyl-4-(trifluoromethyl)imidazol-2-yl]phenyl]methoxy]-7-(2-trimethylsilylethoxymethyl)pyrrolo[2,3-d]pyrimidine-5-carbonitrile ClC=1N=C(C2=C(N1)N(C=C2C#N)COCC[Si](C)(C)C)OCC2=CC=C(C=C2)C=2N(C=C(N2)C(F)(F)F)C2CC2